FC=1C=2N(C=C(C1)C1=CC3=C(C=N1)N=C(S3)OC3CC(NC(C3)(C)C)(C)C)C=C(N2)C 6-(8-fluoro-2-methylimidazo[1,2-a]pyridin-6-yl)-2-[(2,2,6,6-tetramethylpiperidin-4-yl)oxy][1,3]thiazolo[4,5-c]pyridine